FC1(CN(C1)CCC=1C=NC(N(C1)[C@H](C(=O)OC)CC(C)C)=O)C (S)-methyl 2-(5-(2-(3-fluoro-3-methylazetidin-1-yl) ethyl)-2-oxopyrimidin-1(2H)-yl)-4-methylpentanoate